ClC1=CC=C(C=C1)C(O)C1=CC=C(C=C1)C (4-chlorophenyl)(p-tolyl)methanol